2-(hydroxymethyl)-1-methyl-4-oxo-5-phenyl-4,5-dihydro-1H-imidazo[4,5-c]quinoline-7-carbonitrile OCC=1N(C2=C(C(N(C=3C=C(C=CC23)C#N)C2=CC=CC=C2)=O)N1)C